The molecule is an organosulfur heterocyclic compound produced by a marine bacterium Alteromonas rava and has been shown to exhibit antibacterial activity against Gram-positive and Gram-negative bacteria. It has a role as an antibacterial agent, an antimicrobial agent and a bacterial metabolite. It is an enoate ester, a lactam and an organosulfur heterocyclic compound. C[C@H](/C=C/C[C@H]1CO[C@H]([C@@H]([C@@H]1O)O)[C@@H](/C(=C/C(=O)OCCCCCCCCCC(=O)NC2=C3C(=CSS3)NC2=O)/C)O)[C@H](C)O